C1(=CC=CC=C1)C1(C=CC2=C(O1)C1=CC=CC=C1C=C2C(=O)[O-])C2=CC=C(C=C2)N2CCCC2 2-phenyl-2-(4-pyrrolidinylphenyl)-2H-naphtho[1,2-b]pyran-5-carboxylate